[1,2,4]triazolo[4,3-a]pyrazine hydrochloride Cl.N=1N=CN2C1C=NC=C2